FC(C1=NC=CC(=N1)NC(=O)[C@@H]1CC12CCN(CC2)C(=O)OC(C(F)(F)F)C(F)(F)F)(F)F |r| 1,1,1,3,3,3-Hexafluoropropan-2-yl (±)-1-((2-(trifluoromethyl)pyrimidin-4-yl)carbamoyl)-6-azaspiro[2.5]octane-6-carboxylate